C(C)(C)(C)NC1CN(CC1)C1=CC=C(N=N1)C1=C(C=C(C=C1)C=1C=NNC1)O 2-(6-(3-(tert-butylamino)pyrrolidin-1-yl)pyridazin-3-yl)-5-(1H-pyrazol-4-yl)phenol